OC[C@@H](CC(C)C)NC=1C2=C(N=C(N1)SC(C)C1=NC=CC=C1)N=C(S2)NP(=O)(OCC)OCC Diethyl (7-{[(1R)-1-(hydroxymethyl)-3-methylbutyl]amino}-5-[(1-pyridin-2-ylethyl)sulfanyl][1,3]thiazolo[4,5-d]pyrimidin-2-yl)amidophosphate